C(C1=CC=CC=C1)OC1=C(C=C(C[C@H]2C(OC[C@@H]2CC2=CC(=C(C=C2)OC)OC)=O)C=C1)OCCC1=CC=CC=C1 (3R,4R)-3-(4-(benzyloxy)-3-phenethoxybenzyl)-4-(3,4-dimethoxybenzyl)dihydrofuran-2(3H)-one